ClC=1C=C(C=CC1)N1C(N(C(NC1=O)=O)C1=CC(=C(C=C1)OC1=CC=CC=C1)C)=O 1-(3-chlorophenyl)-3-(3-methyl-4-phenoxyphenyl)-1,3,5-triazinane-2,4,6-trione